6-bromo-2-[3-chloro-2-(hydroxymethyl)phenyl]-8-fluoroisoquinolin-1(2H)-one BrC=1C=C2C=CN(C(C2=C(C1)F)=O)C1=C(C(=CC=C1)Cl)CO